N-Methyl-N-oxiranylmethylmethanesulfonamide CN(S(=O)(=O)C)CC1OC1